3',6-bis(phenyl(3-ethylphenyl)amino)-spiro(isobenzofuran-1(3H),9'-(9H)xanthene)-3-one C1(=CC=CC=C1)N(C=1C=CC=2C3(C4=CC=CC=C4OC2C1)OC(C1=CC=C(C=C13)N(C1=CC(=CC=C1)CC)C1=CC=CC=C1)=O)C1=CC(=CC=C1)CC